FC(C(=O)O)(F)F.NC1=NC=NC2=C1C=1C=3C(CN(CC1N2C(C)C)C(C)=O)=C(ON3)C3CC3 1-(11-amino-3-cyclopropyl-7-isopropyl-6,7-dihydroisoxazolo[4,3-c]pyrimido[5',4':4,5]pyrrolo[3,2-e]azepin-5(4H)-yl)ethan-1-one 2,2,2-trifluoroacetate